C(C1=CC=CC=C1)OC(=O)NCCB(O)O 2-(BENZYLOXYCARBONYLAMINO)ETHYLBORONIC ACID